COC1=CC=C(CNC(CC2=C(NC3=CC(=CC(=C23)C(=O)OC)F)C2=CC=C(C=C2)CN(C)C(=O)OC(C)(C)C)=O)C=C1 N-(4-methoxybenzyl)-2-(4-(N-tert-butoxycarbonyl-N-methylaminomethyl)phenyl)-6-fluoro-4-methoxycarbonyl-indole-3-acetamide